BrC1=CC(=CC=2C3=CC(=CC=C3NC12)Cl)C1=CC(=C(C=C1)Cl)Cl 1-bromo-6-chloro-3-(3,4-dichlorophenyl)-9H-carbazole